(1S,4S)-5-(3-(3-cyclopropyl-1H-indazol-5-yl)imidazo[1,2-b]pyridazin-6-yl)-2-oxa-5-azabicyclo[2.2.1]heptane C1(CC1)C1=NNC2=CC=C(C=C12)C1=CN=C2N1N=C(C=C2)N2[C@@H]1CO[C@H](C2)C1